C(C)OC(C(C)NCC1=CC=C(C=C1)C(C)C)=O 2-((4-Isopropylbenzyl)amino)propanoic acid ethyl ester